C(C)(C)(C)OC(=O)N1CC(C1)(COC1=CC(=C(C=C1)C#N)F)NC(=O)OCC1=CC=CC=C1 3-(((benzyloxy)carbonyl)amino)-3-((4-cyano-3-fluorophenoxy)methyl)azetidine-1-carboxylic acid tert-butyl ester